methyl (S)-2-((S)-2-(((3-cyclohexylpropoxy)carbonyl)amino)-4-methylpentanamido)-3-((S)-2-oxopyrrolidin-3-yl)propanoate C1(CCCCC1)CCCOC(=O)N[C@H](C(=O)N[C@H](C(=O)OC)C[C@H]1C(NCC1)=O)CC(C)C